O=C1NC(CCC1N1N=NC2=C1C=CC(=C2)N[C@@H]2[C@H](CN(CC2)C(=O)OC(C)(C)C)F)=O tert-butyl (3S,4S)-4-[[1-(2,6-dioxo-3-piperidyl)benzotriazol-5-yl]amino]-3-fluoro-piperidine-1-carboxylate